[C@H]12CN(C[C@H](CC1)N2)C=2C1=C(N=C(N2)OC[C@]23CCCN3C[C@@H](C2)F)C(=C(N=C1C#CC)C1=CN=CC2=CC=CC(=C12)F)F 4-((1R,5S)-3,8-diazabicyclo[3.2.1]oct-3-yl)-7-(5-fluoroisoquinolin-4-yl)-8-Fluoro-2-(((2R,7aS)-2-fluorotetrahydro-1H-pyrrolizin-7a(5H)-yl)Methoxy)-5-(propynyl)pyrido[4,3-d]pyrimidine